3-methyl-5-(N-(3-(1-methyl-1H-pyrazol-4-yl)phenethyl)sulfamoyl)benzofuran-2-carboxylic acid ethyl ester C(C)OC(=O)C=1OC2=C(C1C)C=C(C=C2)S(NCCC2=CC(=CC=C2)C=2C=NN(C2)C)(=O)=O